ClC=1C=C(C=CC1Cl)NC(=S)NC1=C(C=CC=C1)O 1-(3,4-dichlorophenyl)-3-(2-hydroxyphenyl)thiourea